(S)-8-(8-((2,3-dichlorophenyl)thio)imidazo[1,2-c]pyrimidin-5-yl)-3,3-dimethyl-1-oxa-8-azaspiro[4.5]decan-4-amine ClC1=C(C=CC=C1Cl)SC=1C=2N(C(=NC1)N1CCC3([C@H](C(CO3)(C)C)N)CC1)C=CN2